C(C)(C)(C)OC(=O)N[C@H](CCCC(=O)OC)CC(C)C Methyl (R)-5-((tert-butoxycarbonyl)amino)-7-methyloctanoate